7-chloro-2-(o-chlorostyryl)-4-[4-diethylamino-1-methylbutyl]aminoquinoline phosphate P(=O)(O)(O)O.ClC1=CC=C2C(=CC(=NC2=C1)C=CC1=C(C=CC=C1)Cl)NC(CCCN(CC)CC)C